benzyl (2S,4S)-4-cyclopentyl-1-((4-phenoxybenzoyl)glycyl)pyrrolidine-2-carboxylate C1(CCCC1)[C@@H]1C[C@H](N(C1)C(CNC(C1=CC=C(C=C1)OC1=CC=CC=C1)=O)=O)C(=O)OCC1=CC=CC=C1